CN1C(=CC2=CC=CC=C12)B1OC(C(O1)(C)C)(C)C methyl-2-(4,4,5,5-tetramethyl-1,3,2-dioxaborolan-2-yl)-1H-indole